CN1N=C(C=C1)CC(=O)N1C(CCC1)C(=O)N 1-[2-(1-methyl-1H-pyrazol-3-yl)acetyl]pyrrolidine-2-carboxamide